2,6-dimethyl-4-(1-piperidinyl)piperidine hydrochloride Cl.CC1NC(CC(C1)N1CCCCC1)C